O=C1N(CCC(N1)=O)C1=CC=C(C=N1)CN1CCC(CC1)C=1OC2=C(N1)C=C(C(=C2)NC(C2=CN=C(C=C2)C(F)(F)F)=O)C(C)(C)O N-(2-(1-((6-(2,4-dioxotetrahydropyrimidin-1(2H)-yl)pyridin-3-yl)methyl)piperidin-4-yl)-5-(2-hydroxypropan-2-yl)benzo[d]oxazol-6-yl)-6-(trifluoromethyl)nicotinamide